3-(3-(((tert-butyldimethylsilyl)oxy)methyl)piperazin-1-yl)-6-(1-methyl-1H-pyrazol-4-yl)pyrazolo[1,5-a]pyridine [Si](C)(C)(C(C)(C)C)OCC1CN(CCN1)C=1C=NN2C1C=CC(=C2)C=2C=NN(C2)C